(R)-3-(2',3'-difluoro-[1,1'-biphenyl]-3-yl)isoxazolidine FC1=C(C=CC=C1F)C1=CC(=CC=C1)[C@@H]1NOCC1